NC1=NC=C(C=C1OC=1C=C(C=CC1)NC(C1=CC(=CC=C1)Cl)=O)Cl N-(3-((2-amino-5-chloropyridin-3-yl)oxy)phenyl)-3-chlorobenzamide